(Z)-7-octadecenal C(CCCCC\C=C/CCCCCCCCCC)=O